({[(2R,3R,4S,5R)-5-(2-chloro-6-{[(3S)-oxolan-3-yl]amino}-9H-purin-9-yl)-4-fluoro-3-hydroxyoxolan-2-yl]methoxy}methyl)phosphonic acid ClC1=NC(=C2N=CN(C2=N1)[C@H]1[C@H]([C@@H]([C@H](O1)COCP(O)(O)=O)O)F)N[C@@H]1COCC1